3-Amino-3-[(1-butoxy-3-hydroxy-1-oxopropan-2-yl)carbamoyl]propanoic acid NC(CC(=O)O)C(NC(C(=O)OCCCC)CO)=O